C(C)C(COC1=CC=C(C=C1)C=1C(=NC=2C(N1)=C(SC2C=2SC=CC2)C=2SC=CC2)C2=CC=C(C=C2)OCC(CCCC)CC)CCCC 2,3-bis(4-(2-ethyl-hexyloxy)phenyl)-5,7-di(thiophen-2-yl)thieno[3,4-b]pyrazine